ethyl 2-methyl-4-keto-5-(4-trifluoromethoxyphenyl)-8-(1-(4-isobutylphenyl) ethyl)-furo[3,2-e][1,3,4]triazolo[1,5-a]pyrimidine-3-carboxylate CC1=C(C=2C(N(C=3N(C2O1)C(=NN3)C(C)C3=CC=C(C=C3)CC(C)C)C3=CC=C(C=C3)OC(F)(F)F)=O)C(=O)OCC